C(C=C)(=O)N1CCC(CC1)CNC(OC(C)(C)C)=O t-butyl ((1-acryloylpiperidin-4-yl)methyl)carbamate